(1S,2R)-2-(((2-(4'-fluoro-2'-(4-methyl-4H-1,2,4-triazol-3-yl)-[1,1'-biphenyl]-3-yl)-7-(trifluoromethyl)benzo[d]oxazol-5-yl)methyl)(methyl)amino)cyclopentan-1-ol FC1=CC(=C(C=C1)C1=CC(=CC=C1)C=1OC2=C(N1)C=C(C=C2C(F)(F)F)CN([C@H]2[C@H](CCC2)O)C)C2=NN=CN2C